n-dodecyl cyanide CCCCCCCCCCCCC#N